tert-butyl (2R,4R)-4-((tert-butyldimethylsilyl)oxy)-2-(3-methoxy-3-oxopropyl)pyrrolidine-1-carboxylate [Si](C)(C)(C(C)(C)C)O[C@@H]1C[C@H](N(C1)C(=O)OC(C)(C)C)CCC(=O)OC